ClC1=NC=CC(=C1)OC1=C(N=C(S1)OC)C1=CC=CC=C1 5-((2-chloropyridin-4-yl)oxy)-2-methoxy-4-phenylthiazole